7-(3,4-Dimethoxyphenyl)-1H-phenalen-1-one COC=1C=C(C=CC1OC)C1=C2C=CC=C3C=CC(C(C=C1)=C32)=O